CC1=C(C(=O)NC(C)C2=CC(=NC3=CC=CC=C23)NC2COCCC2)C=CC=C1 2-methyl-N-(1-{2-[(oxan-3-yl)amino]quinolin-4-yl}ethyl)benzamide